ONC(=O)C1=CC2=C(CN([C@H](CO2)C2=CC=CC3=CC=CC=C23)C(=O)C2CCOCC2)C=C1 (S)-N-hydroxy-3-(naphthalen-1-yl)-4-(tetrahydro-2H-pyran-4-carbonyl)-2,3,4,5-tetrahydrobenzo[f][1,4]oxazepine-8-carboxamide